(Tolylcumyl)-iodonium tetrakis-(pentafluorophenyl)-borat FC1=C(C(=C(C(=C1[B-](C1=C(C(=C(C(=C1F)F)F)F)F)(C1=C(C(=C(C(=C1F)F)F)F)F)C1=C(C(=C(C(=C1F)F)F)F)F)F)F)F)F.C1(=C(C=CC=C1)CC(C)(C1=CC=CC=C1)[IH+])C